C(#N)C=1C(=CC(=NC1)NC(=O)C1=CN(C=2C1=NC(=CC2)C=O)CCOC)NCCOC N-(5-cyano-4-((2-methoxyethyl)amino)pyridin-2-yl)-5-formyl-1-(2-methoxyethyl)-1H-pyrrolo[3,2-b]pyridine-3-carboxamide